2-((2,5-dibromothiophene-3-yl)methylene)-5,6-dichloro-1H-indene-1,3(2H)-dione BrC=1SC(=CC1C=C1C(C2=CC(=C(C=C2C1=O)Cl)Cl)=O)Br